trans-3-methyl-4-octanolide C[C@@H]1CC(=O)O[C@H]1CCCC